C(C)(=O)NC=1C=C(OCCC(=O)O)C=CC1 3-(3-acetamidophenoxy)propanoic acid